NC1=C(OCCCOC2=C(C=C(C=C2)N)N)C=CC(=C1)N 1,3-bis(2,4-di-aminophenoxy)propane